(6S)-6-tert-butyl-N-[(1R)-1-[4-(6-oxo-1H-pyridin-3-yl)phenyl]-3-[(3R,4R)-3,4-dihydroxypyrrolidin-1-ium-1-yl]propyl]-5,6,7,8-tetrahydrothieno[2,3-b]quinoline-2-carboxamide C(C)(C)(C)[C@@H]1CC=2C=C3C(=NC2CC1)SC(=C3)C(=O)N[C@H](CC[NH+]3C[C@H]([C@@H](C3)O)O)C3=CC=C(C=C3)C3=CNC(C=C3)=O